COC(=O)C1=CN(C=C1C1=CC=C(C=C1)F)S(=O)(=O)C1=NN(C=N1)S(=O)(=O)N(C)C 1-((1-(N,N-dimethylaminosulfonyl)-1H-1,2,4-triazol-3-yl)sulfonyl)-4-(4-fluorophenyl)-1H-pyrrole-3-carboxylic acid methyl ester